2-amino-3-(3,5-dichloro-7-{[(furan-2-yl)methyl]amino}thieno[3,2-b]pyridin-2-yl)propan-1-ol dihydrochloride Cl.Cl.NC(CO)CC1=C(C2=NC(=CC(=C2S1)NCC=1OC=CC1)Cl)Cl